C(C1=CC=CC=C1)N1N=CC(=C1)B1OC(C(O1)(CO)CO)(CO)CO 1-benzyl-4-(4,4,5,5-tetramethylol-1,3,2-dioxaborolan-2-yl)-1H-pyrazole